3-(2-(aminooxy)acetamido)acrylamide NOCC(=O)NC=CC(=O)N